2-{5-[(1S)-1-aminoethyl]-3-methyl-1H-1,2,4-triazol-1-yl}-N-(cyanomethyl)-N-methyl-1,3-thiazole-5-carboxamide hydrochloride Cl.N[C@@H](C)C1=NC(=NN1C=1SC(=CN1)C(=O)N(C)CC#N)C